2-(1-(3,3-dimethylcyclopent-1-en-1-yl)ethoxy)-2-methylpropan-ol CC1(C=C(CC1)C(C)OC(CO)(C)C)C